FC1([C@H](C1)C=1N=C2N(C=C(C=C2)C(=O)O)C1)F |r| rac-2-(2,2-difluorocyclopropyl)imidazo[1,2-a]pyridine-6-carboxylic acid